ethyl 4-(4-(4-cyano-4-methylpiperidin-1-yl)-6,7-dimethoxyquinoline-3-carbonyl)piperazine-1-carboxylate C(#N)C1(CCN(CC1)C1=C(C=NC2=CC(=C(C=C12)OC)OC)C(=O)N1CCN(CC1)C(=O)OCC)C